2-azabicyclo[2.2.2]oct-5-ene-2-carboxylate C12N(CC(C=C1)CC2)C(=O)[O-]